C(C)[C@H]1[C@H](NC(C1(F)F)=O)COC1=NC=CC2=CC(=C(C=C12)OC(C)C)C(=O)N 1-{[(2S,3S)-3-ethyl-4,4-difluoro-5-oxopyrrolidin-2-yl]methoxy}-7-(propan-2-yloxy)isoquinoline-6-carboxamide